C(C)(C)(C)OOC1=CC=C(C=C1)OOC(C)(C)C 1,4-bis-(tert-butylperoxy)benzene